C(C)(C)(C)NC(=O)C1=NC=CC(=C1)NC(CC1=C(C=CC(=C1)F)OC)=O N-tert-butyl-4-[[2-(5-fluoro-2-methoxy-phenyl)acetyl]amino]pyridine-2-carboxamide